3'-(4-chloro-6-phenyl-1,3,5-triazine-2-yl)-[1,1'-biphenyl]-4-carbonitrile ClC1=NC(=NC(=N1)C1=CC=CC=C1)C=1C=C(C=CC1)C1=CC=C(C=C1)C#N